C(C=C)(=O)NC1=CC=C(CN2C(C(C3=CC(=CC=C23)NC(=O)C2CC2)=O)=O)C=C1 N-(1-(4-acrylamidobenzyl)-2,3-diketoindol-5-yl)cyclopropanecarboxamide